C1(CC1)COC1=C(C=CC(=N1)C(=O)N[C@H](COCCF)C)N1CC(C1)OC 6-(Cyclopropylmethoxy)-N-[(2S)-1-(2-fluoroethoxy)propan-2-yl]-5-(3-methoxyazetidin-1-yl)pyridine-2-carboxamide